2,3,5-trifluorobenzyl alcohol FC1=C(CO)C=C(C=C1F)F